[5-[4-[4-chloro-3-[cyclopropyl(ethyl)carbamoyl] phenyl]pyrazol-1-yl]-1-methyl-4-(trifluoromethyl)pyrazol-3-yl]1,1,2,2,2-pentafluoroethanesulfonate ClC1=C(C=C(C=C1)C=1C=NN(C1)C1=C(C(=NN1C)OS(=O)(=O)C(C(F)(F)F)(F)F)C(F)(F)F)C(N(CC)C1CC1)=O